O=C1N(C(C=2C1=C(C=1C(N(C(C1C2)=O)C2=CC=C(C=C2)C=CC(=O)C2=CC=CC=C2)=O)C(=O)C2=CC=C(C(=O)O)C=C2)=O)C2=CC=C(C=C2)C=CC(C2=CC=CC=C2)=O 4-[1,3,5,7-Tetraoxo-2,6-bis[4-(3-oxo-3-phenylprop-1-enyl)phenyl]pyrrolo[3,4-f]isoindole-8-carbonyl]benzoic acid